N-[4-(3-cyanophenyl)-5-(2,6-dimethyl-4-pyridinyl)thiazol-2-yl]-4-tetrahydropyran-4-yl-piperazine-1-carboxamide C(#N)C=1C=C(C=CC1)C=1N=C(SC1C1=CC(=NC(=C1)C)C)NC(=O)N1CCN(CC1)C1CCOCC1